CN1C(C(CCC1)=O)=O 1-methylpiperidine-2,3-dione